2-(methoxymethyl)-8-methyl-7-(3-(thiophen-2-yl)-7,8-dihydro-1,6-naphthyridin-6(5H)-yl)-4H-pyrimido[1,2-b]pyridazin-4-one COCC=1N=C2N(N=C(C(=C2)C)N2CC=3C=C(C=NC3CC2)C=2SC=CC2)C(C1)=O